C1(=CC=CC=C1)C=1N=C(NC1C1=CC=CC=C1)C1=CC(=CC=C1)C(F)(F)F 4,5-diphenyl-2-(3-(trifluoromethyl)phenyl)-1H-imidazole